N1(CCC1)C(=O)[C@H]1CN(C(O1)=O)CC1=NC(=CN=C1)C1=CC(=C(C=C1)F)C(F)F |r| (R/S)-5-(Azetidine-1-carbonyl)-3-[[6-[3-(difluoromethyl)-4-fluoro-phenyl]pyrazin-2-yl]methyl]oxazolidin-2-one